4-(6-amino-2-chloro-9H-purin-9-yl)-N-(6,6-difluoro-4,5,6,7-tetrahydro-1,3-benzothiazol-2-yl)cyclohexanecarboxamide NC1=C2N=CN(C2=NC(=N1)Cl)C1CCC(CC1)C(=O)NC=1SC2=C(N1)CCC(C2)(F)F